ClC1=CC(=NC=C1)N1C(CCC1)NC(C1=C(C=CC=C1CC)CC)=O 4-chloro-2-(2-(2,6-diethylbenzamido)pyrrolidinyl)pyridine